ClC1=NC(=CC(=N1)NCCO)Cl 2-[(2,6-dichloropyrimidin-4-yl)amino]ethanol